(5S,8R)-N-(3,5-dichlorophenyl)-6,7,8,9-tetrahydro-5H-5,8-epiminocyclohepta[d]pyrimidine ClC=1C=C(C=C(C1)Cl)N1CN=CC2=C1C[C@H]1CC[C@@H]2N1